(4-(tert-butyl) phenoxy) propyl sulphite chloride [Cl-].S(=O)(OOC1=CC=C(C=C1)C(C)(C)C)OCCC